(S)-4-(5-(((S)-3-(2-isopropoxyphenyl)piperazin-1-yl)methyl)-3-methoxypyridin-2-yl)-3-methylmorpholine C(C)(C)OC1=C(C=CC=C1)[C@H]1CN(CCN1)CC=1C=C(C(=NC1)N1[C@H](COCC1)C)OC